(R)-4-chloro-2-(4-(1-methyl-2-(1-(pyrrolidin-1-yl)ethyl)-1H-imidazol-5-yl)phenoxy)benzaldehyde ClC1=CC(=C(C=O)C=C1)OC1=CC=C(C=C1)C1=CN=C(N1C)[C@@H](C)N1CCCC1